C1(CCC1)CCC#N 3-cyclobutylpropanenitrile